N1(CCC1)C1=C(C=CC(=N1)C(=O)O)[C@@H]1CC2(CC(C2)(F)F)CCN1CC1=C2C=CNC2=C(C=C1OC)C (S)-6-(Azetidin-1-yl)-5-(2,2-difluoro-7-((5-methoxy-7-methyl-1H-indol-4-yl)methyl)-7-azaspiro[3.5]nonan-6-yl)picolinic acid